N1,N1-Diethyl-N4-(2-methoxy-7-(trifluoromethyl)acridin-9-yl)pentane-1,4-diamine C(C)N(CCCC(C)NC=1C2=CC(=CC=C2N=C2C=CC(=CC12)OC)C(F)(F)F)CC